2,3-dihydro-1H-inden-1-amine C1(CCC2=CC=CC=C12)N